C(C)C=1NC(=C(N1)C)CC(=O)OC(CCCCCCCCC)OC(CC1=C(N=C(N1)CC)C)=O decanediol-bis(2-ethyl-4-methylimidazolyl acetate)